4-(isocyanato-methyl)-2,2-dimethyl-2,3-dihydro-1-benzofuran N(=C=O)CC1=CC=CC2=C1CC(O2)(C)C